O1CC(C1)COC=1C=NC=CC1CN 1-{3-[(oxetan-3-yl)methoxy]pyridin-4-yl}methanamine